tert-Butyl(4-((2-amino-4-carbamoylphenyl)amino)pentyl)carbamate C(C)(C)(C)OC(NCCCC(C)NC1=C(C=C(C=C1)C(N)=O)N)=O